C(C)(C)(C)OC(=O)N1CCC(CC1)CO[Si](C1=CC=CC=C1)(C1=CC=CC=C1)C(C)(C)C 4-(((tert-butyldiphenylsilyl)oxy)methyl)piperidine-1-carboxylic acid tert-butyl ester